6-Chloro-N4-((tetrahydro-2H-pyran-4-yl)methyl)pyridine-3,4-diamine ClC1=CC(=C(C=N1)N)NCC1CCOCC1